2,4,6,8-tetrakis(4-chlorobenzyl)-2,4,6,8-tetraazaadamantane-9,10-dione ClC1=CC=C(CN2C3N(C4N(C(N(C2C4=O)CC4=CC=C(C=C4)Cl)C3=O)CC3=CC=C(C=C3)Cl)CC3=CC=C(C=C3)Cl)C=C1